C(CCCCCCC\C=C/CCCCCCCC)(=O)O[C@@H](COP(=O)(O)OC[C@H](CO)O)COC(CCCCCCCCCCCCCCC)=O [(2R)-1-[[(2S)-2,3-dihydroxypropoxy]-hydroxyphosphoryl]oxy-3-hexadecanoyloxypropan-2-yl] (Z)-octadec-9-enoate